OC=1C=C(C=CC1OC)CCC1=C(C(=O)OC)C=CC=C1 Methyl 2-[2-(3-hydroxy-4-methoxyphenyl)ethyl]benzoate